tri(pyrrolidin-1-yl)phosphane N1(CCCC1)P(N1CCCC1)N1CCCC1